(2S,4R)-4-methoxy-1-(2-(((S)-1-phenylethyl)amino)pyrimidine-4-carbonyl)pyrrolidine-2-carboxylic acid CO[C@@H]1C[C@H](N(C1)C(=O)C1=NC(=NC=C1)N[C@@H](C)C1=CC=CC=C1)C(=O)O